N-(6-amino-5-methyl-3-pyridyl)-2-[(2R,5S)-2-(3-chloro-4-Fluoro-phenyl)-5-methyl-1-piperidyl]-2-oxo-acetamide NC1=C(C=C(C=N1)NC(C(=O)N1[C@H](CC[C@@H](C1)C)C1=CC(=C(C=C1)F)Cl)=O)C